C(C)(=O)C=1C(=NC(=CC1)N1C=NC2=C1C=C(C(=C2)OC)NC=2N=NC(=CC2)C)N2N=C(C=C2C)C#N 1-[3-acetyl-6-[5-methoxy-6-[(6-methylpyridazin-3-yl)amino]benzimidazol-1-yl]-2-pyridyl]-5-methyl-pyrazole-3-carbonitrile